FC(S(=O)(=O)C=1C=CC(=NC1)CC1CC2(CN(C2)C(=O)N2CC3(C2)NC(CCC3)=O)C1)(F)F 2-[6-[[5-(trifluoromethylsulfonyl)-2-pyridyl]methyl]-2-azaspiro[3.3]heptane-2-carbonyl]-2,5-diazaspiro[3.5]nonan-6-one